C(C)(C)N1C(N(C=2C1=C1C(=NC2)N(C=C1)S(=O)(=O)C1=CC=CC=C1)C)=O 1-isopropyl-3-methyl-6-(phenylsulfonyl)-3,6-dihydroimidazo[4,5-d]Pyrrolo[2,3-b]Pyridin-2(1H)-one